2,8-bis(4,6-diphenyl-1,3,5-triazinyl)dibenzofurane C1(=CC=CC=C1)C1=NC(=NC(=N1)C1=CC=CC=C1)C1=CC2=C(OC3=C2C=C(C=C3)C3=NC(=NC(=N3)C3=CC=CC=C3)C3=CC=CC=C3)C=C1